5-(1H-indole-2-carbonyl)-6-methyl-N-[(2R)-1,1,1-trifluoropropan-2-yl]-4H,5H,6H,7H-pyrazolo[1,5-a]pyrazine-3-carboxamide N1C(=CC2=CC=CC=C12)C(=O)N1CC=2N(CC1C)N=CC2C(=O)N[C@@H](C(F)(F)F)C